COC1=NC=C(C=N1)NC(=O)C1=CC=2NC3=C(C=CC=C3C2CC=C1)NC (-)-N-(2-methoxypyrimidin-5-yl)-4-(methyl)amino-10H-cyclohepta[7,6-b]indole-7-carboxamide